2-((2-(trifluoromethyl)pyrimidin-5-yl)methyl)-2,8-diazaspiro[4.5]decan-3-one hydrochloride Cl.FC(C1=NC=C(C=N1)CN1CC2(CC1=O)CCNCC2)(F)F